NC=1C2=C(N=CN1)N(C(=C2C2=CC=C(C=C2)OC2=NC(=CC=C2)C)[C@@H]2[C@@H](N(CC2)C(C=C)=O)C)C 1-((2S,3S)-3-(4-amino-7-methyl-5-(4-((6-methylpyridin-2-yl)oxy)phenyl)-7H-pyrrolo[2,3-d]pyrimidin-6-yl)-2-methylpyrrolidin-1-yl)prop-2-en-1-one